ClC1=CC=C(C=C1)C1=NN(C(C1)C1=CC=CC=C1)C1=CC=C(C=C1)OC(F)(F)F 3-(4-chlorophenyl)-5-phenyl-1-(4-trifluoromethoxyphenyl)-4,5-dihydro-1H-pyrazole